N-(1-(3-fluoropropyl)azetidin-3-yl)-6-((6s,8R)-6-deuterio-8-methyl-7-(2,2,2-trifluoroethyl)-6,7,8,9-tetrahydro-3H-pyrazolo[4,3-f]isoquinolin-6-yl)pyridin-3-amine FCCCN1CC(C1)NC=1C=NC(=CC1)[C@]1(N([C@@H](CC2=C3C(=CC=C12)NN=C3)C)CC(F)(F)F)[2H]